4-(3-(5-((6,7-difluoroquinoxalin-5-yl)methoxy)-2-fluoro-4-methoxyphenyl)ureido)thiophene-2,3-dicarboxylic acid dimethyl ester COC(=O)C=1SC=C(C1C(=O)OC)NC(=O)NC1=C(C=C(C(=C1)OCC1=C2N=CC=NC2=CC(=C1F)F)OC)F